1-(2-chloro-1,6-naphthyridin-7-yl)methylamine ClC1=NC2=CC(=NC=C2C=C1)CN